C(C)NC1=C(C=C(C=C1SC1=CC(=CC=C1)F)SC1=CC(=CC=C1)F)SC1=CC(=CC=C1)F N-ethyl-2,4,6-tris((3-fluorophenyl)thio)aniline